methylbis(2,3-dimethylphenyl)silane Tert-butyl-3-[2-[1-(2,6-dioxo-3-piperidyl)3-methyl-2-oxobenzimidazol-4-yl]ethynyl]azetidine-1-carboxylate C(C)(C)(C)OC(=O)N1CC(C1)C#CC1=CC=CC=2N(C(N(C21)C)=O)C2C(NC(CC2)=O)=O.C[SiH](C2=C(C(=CC=C2)C)C)C2=C(C(=CC=C2)C)C